C(CCCCCCC\C=C/C\C=C/CCCCC)OC(CCCN(CCCC(=O)OCCCCCCCC\C=C/C\C=C/CCCCC)CCCN(CCCC(=C=O)OCCCCCCCC\C=C/C\C=C/CCCCC)CCCO)=O.N1=C(N=CC=C1)N1C=CC2=CC=CC=C12 1-(pyrimidin-2-yl)indole di((9Z,12Z)-octadec-9,12-dien-1-yl)4,4'-((3-((3-hydroxypropyl)(4-(((9Z,12Z)-octadec-9,12-dien-1-yl)oxy)-4-carbonylbutyl)amino)propyl)azanediyl)dibutyrate